C[N+](C)(C)CC(CC(=O)[O-])(C(=O)C=CCCCCCCCCCCCO)O hydroxytetradecenoylcarnitine